C1(CCCCC1)CNC(=O)C=1OC2=C(C=C(C=C2C(C1)=O)F)NS(=O)(=O)C N-(cyclohexylmethyl)-6-fluoro-8-(methanesulfonamido)-4-oxo-chromene-2-carboxamide